C(C=C)OC1=CC=C(C(=C1C1CC2=NN=C(N2C1)N1CCOCC1)Cl)Cl 4-(6-(6-(allyloxy)-2,3-dichlorophenyl)-6,7-dihydro-5H-pyrrolo[2,1-c][1,2,4]triazol-3-yl)morpholine